C(=CC1=CC=CC=C1)C1=C(C=CC=C1)C=CC1=CC=CC=C1 Di(styryl)benzene